N1N=NNC1=O Tetrazol-5(4H)-on